C12CN(CC2C1)C1=NN=C(S1)CN1C(C(N(CC1)C1CCCC1)=O)=O 1-((5-(3-azabicyclo[3.1.0]hexan-3-yl)-1,3,4-thiadiazol-2-yl)methyl)-4-cyclopentylpiperazine-2,3-dione